FC(CN1N=CC=2C1=NC(=CN2)N2C[C@@H](C[C@H](C2)COC=2C(=NC=CC2)C(F)(F)F)C)F 1-(2,2-Difluoroethyl)-6-((3R,5R)-3-methyl-5-(((2-(trifluoromethyl)pyridin-3-yl)oxy)methyl)piperidin-1-yl)-1H-pyrazolo[3,4-b]pyrazine